[E]-nitric acid [N+](=O)(O)[O-]